N1CCC(CC1)C(=O)OC(C)C(=O)N1CCCC1 4-Piperidinecarboxylic acid, 1-(pyrrolidinylcarbonyl)-ethyl ester